(2-(3-aminoprop-1-yn-1-yl)-5-(piperazin-1-yl)phenyl)methanol NCC#CC1=C(C=C(C=C1)N1CCNCC1)CO